(S)-3-(4-(2-acetamidoethoxy)phenyl)-2-((tert-butoxycarbonyl)amino)propionic acid C(C)(=O)NCCOC1=CC=C(C=C1)C[C@@H](C(=O)O)NC(=O)OC(C)(C)C